CN1C(NC2=C1C1=CC=CC=C1C=C2)=O 1-methyl-1,3-dihydro-2H-naphtho[1,2-d]imidazol-2-one